C1(CC1)N(C(=O)N1CCC(CC1)(C(=O)O)CC(=O)N(C1=CC=CC=C1)C1=CC=CC=C1)C1=CC=C(C=C1)F 1-(cyclopropyl(4-fluorophenyl)carbamoyl)-4-(2-(diphenylamino)-2-oxoethyl)piperidine-4-carboxylic acid